C(C)(C)(C)OC(=O)N1CC(C1)(C1=CC=CC=C1)CC(=O)O 2-(1-(tert-butoxycarbonyl)-3-phenylazetidin-3-yl)acetic acid